COC1=C(C=CC=C1C=1N=NN(N1)C)NC=1C(=CN(CC1)CSC)C(=O)NC([2H])([2H])[2H] 4-((2-methoxy-3-(2-methyl-2H-tetrazol-5-yl)phenyl)amino)-N-(methyl-d3)-1-((methylthio)methyl)-1,6-dihydropyridine-3-carboxamide